((2S,3R,6R)-2,6-Dimethyl-3-(((5-(trifluoromethyl)pyrimidin-2-yl)amino)methyl)morpholino)(4-(4-fluorophenyl)-1-methyl-1H-pyrazol-3-yl)methanone C[C@@H]1O[C@@H](CN([C@@H]1CNC1=NC=C(C=N1)C(F)(F)F)C(=O)C1=NN(C=C1C1=CC=C(C=C1)F)C)C